The molecule is a dibenzooxepine that is dibenzo[b,f]oxepine substituted by a methoxy group at position 6, a methyl group at position 7, a prenyl group at position 2 and hydroxy groups at positions 1 and 8 respectively. It is isolated from the roots of Bauhinia saccocalyx and exhibits antimycobacterial activity. It has a role as a metabolite and an antimycobacterial drug. It is a dibenzooxepine, a polyphenol and an aromatic ether. CC1=C(C=C2C=CC3=C(C=CC(=C3O)CC=C(C)C)OC2=C1OC)O